(4as,7s,7ar)-tetrahydro-4,7-dimethylcyclopenta[c]pyrone CC1[C@H]2C(C(OC1)=O)=C(CC2)C